(2-fluorophenyl)-6H-1,3-thiazin-2-amine FC1=C(C=CC=C1)C=1N=C(SCC1)N